6-Chloro-N-methoxy-N-methyl-4-((2-(methylthio)phenyl)amino)nicotinamide ClC1=NC=C(C(=O)N(C)OC)C(=C1)NC1=C(C=CC=C1)SC